C[C@H]1[C@@H](C[C@H]([C@@H](O1)O[C@H](C)CCCCCCCC(=O)O)O)O The molecule is an (omega-1)-hydroxy fatty acid ascaroside obtained by formal condensation of the alcoholic hydroxy group of (9R)-9-hydroxydecanoic acid with ascarylopyranose (the alpha anomer). It is a metabolite of the nematode Caenorhabditis elegans. It has a role as a Caenorhabditis elegans metabolite. It is a monocarboxylic acid and an (omega-1)-hydroxy fatty acid ascaroside. It derives from a (9R)-9-hydroxydecanoic acid. It is a conjugate acid of an ascr#16(1-).